5-(4-(1-methyl-1H-pyrrolo[2,3-b]pyridin-3-yl)piperidin-1-yl)-2-morpholinobenzo[d]oxazole CN1C=C(C=2C1=NC=CC2)C2CCN(CC2)C=2C=CC1=C(N=C(O1)N1CCOCC1)C2